C(C)OC(=O)C1N=C(C2=CC(=CC=C2C1)OC1=CC=CC=C1)C methyl-7-phenoxy-3,4-dihydroisoquinoline-3-carboxylic acid ethyl ester